methyl 5-amino-4-[(4-methoxyphenyl)methyl]-1,2,4-triazole-3-carboxylate NC=1N(C(=NN1)C(=O)OC)CC1=CC=C(C=C1)OC